O=C1NC(CCC12CCC1=CC(=CC=C12)N1[C@@H](CN(CC1)C(=O)OC(C)(C)C)C)=O tertbutyl (3R)-4-(2',6'-dioxo-2,3-dihydrospiro[indene-1,3'-piperidin]-5-yl)-3-methylpiperazine-1-carboxylate